7,10,13-hexadecatrienoic acid C(CCCCCC=CCC=CCC=CCC)(=O)O